FC(C(C)(C)O)(OC1=CC=C(C2=C1N=C(O2)N2CC1CCC(C2)N1C(=O)OC(C)(C)C)N1N=CC=N1)F tert-Butyl 3-(4-(1,1-difluoro-2-hydroxy-2-methylpropoxy)-7-(2H-1,2,3-triazol-2-yl)benzo[d]oxazol-2-yl)-3,8-diazabicyclo[3.2.1]octane-8-carboxylate